ethyl 5-(4-chlorophenyl)-2-((1,2,3,5,6,7-hexahydro-s-indacene-4-yl)amino)-4,5-dihydrooxazole-5-carboxylate ClC1=CC=C(C=C1)C1(CN=C(O1)NC1=C2CCCC2=CC=2CCCC12)C(=O)OCC